C1(CC1)CN1C(=CC2=CC=C(C=C12)N1CCC(CC1)OC)C=O 1-(cyclopropylmethyl)-6-(4-methoxypiperidin-1-yl)-1H-indole-2-carbaldehyde